C(C)(C)(C)OC(=O)N[C@H](COCC#CCCCCCC(=O)O)CCC(N)=O 9-[(2S)-2-[(tert-butoxycarbonyl)amino]-4-carbamoylbutoxy]non-7-ynoic acid